ClCC1=C(C(=C(C(=C1Cl)Cl)C)Cl)Cl pentachloropara-xylene